C=1C(CCN2C(CCCC12)=O)=O 4,7,8,9-tetrahydro-3H-quinolizine-2,6-dione